3-[(6-{[5-(trifluoromethyl)pyridin-2-yl]oxy}-1H-benzimidazol-1-yl)methyl]oxetan-3-ol FC(C=1C=CC(=NC1)OC=1C=CC2=C(N(C=N2)CC2(COC2)O)C1)(F)F